(R)-(1-methylcyclopropyl)(4-(piperidin-3-ylamino)-1H-pyrrolo[2,3-b]pyridin-3-yl)methanone CC1(CC1)C(=O)C1=CNC2=NC=CC(=C21)N[C@H]2CNCCC2